3-((Adamantan-1-yl)methyl)-1,4,2-dioxazol-5-one C12(CC3CC(CC(C1)C3)C2)CC2=NOC(O2)=O